3-[5-chloro-2-(4-methylcarbamoyl-phenylamino)-pyrimidin-4-ylamino]-thiophene-2-carboxylic acid ClC=1C(=NC(=NC1)NC1=CC=C(C=C1)C(NC)=O)NC1=C(SC=C1)C(=O)O